C(=C)C(C(=O)O)C(C(=O)O)C 2-vinyl-3-methyl-butanedioic acid